(tert-Butoxycarbonyl)-(2,6-difluoro-4-nitrophenyl)carbamic acid tert-butyl ester C(C)(C)(C)OC(N(C1=C(C=C(C=C1F)[N+](=O)[O-])F)C(=O)OC(C)(C)C)=O